FC(CC=1C=C2C(=NC=NC2=CC1)N1CC2(C1)CCNCC2)(F)F 2-(6-(2,2,2-trifluoroethyl)quinazolin-4-yl)-2,7-diazaspiro[3.5]nonan